C1(CC1)CC1=NC=C(C(=N1)OC1=CC=CC=C1)C(=O)NC(C)C=CS(=O)(=O)C 2-(cyclopropylmethyl)-N-(4-(methylsulfonyl)but-3-en-2-yl)-4-phenoxypyrimidine-5-carboxamide